trimethoxysilylphenoxide CO[Si](OC)(OC)C1=C([O-])C=CC=C1